CC1=CC=C2[C@H](CCOC2=C1)CS(=O)(=O)N |o1:5| (S*)-(7-methylchroman-4-yl)methanesulfonamide